(2-(5-trifluoromethyl-2H-pyrazol-3-yl)-pyridine) iridium (III) [Ir+3].FC(C=1C=C(NN1)C1=NC=CC=C1)(F)F